[F-].C(CCCCCCCCC)[NH+]1CC(CC1)CC 1-decyl-3-ethylpyrrolidinium fluoride